ClC=1C(=NC(=NC1)NC1CCOCC1)C1=CC=C2CN(C(C2=C1)=O)[C@@H](C(=O)N[C@H](CO)C1=NC(=CC=C1F)N(C)C)C (2R)-2-(6-{5-chloro-2-[(oxacyclohex-4-yl)amino]pyrimidin-4-yl}-1-oxo-2,3-dihydro-1H-isoindol-2-yl)-N-[(1S)-1-[6-(dimethylamino)-3-fluoropyridin-2-yl]-2-hydroxyethyl]propionamide